(1S,2S,5R)-N-(3-(2,3-dihydroxypropoxy)phenethyl)-1-hydroxy-2-isopropyl-5-methylcyclohexane-1-carboxamide OC(COC=1C=C(CCNC(=O)[C@]2([C@@H](CC[C@H](C2)C)C(C)C)O)C=CC1)CO